C(C)C1(CN(C1)C)OCC1=C(N(N=C1)C)C1=CC=2N(C=C1)N=C(C2)NC(=O)C2CC2 N-[5-[4-[(3-ethyl-1-methyl-azetidin-3-yl)oxymethyl]-2-methyl-pyrazol-3-yl]pyrazolo[1,5-a]pyridin-2-yl]cyclopropanecarboxamide